BrC1=C(CC=2OC=CC=NC2)C=C(C(=C1)[N+](=O)[O-])OC (2-bromo-5-methoxy-4-nitrobenzyl)-1,4-oxazepine